C1(C=CC=C1)[Ru]Cl cyclopentadienyl-ruthenium(II) chloride